6-{7-Methoxyimidazo[1,2-a]pyridin-3-yl}-N-{[4-(2-methylpyrimidin-5-yl)phenyl]methyl}pyrimidin-4-amine COC1=CC=2N(C=C1)C(=CN2)C2=CC(=NC=N2)NCC2=CC=C(C=C2)C=2C=NC(=NC2)C